2-amino(hydroxymethyl)propane-1,3-diol tert-Butyl-4-[[2-(2,6-Dioxo-3-piperidyl)-1-oxo-isoindolin-5-yl]-methyl-amino]piperidine-1-carboxylate C(C)(C)(C)C1N(CCC(C1)N(C)C=1C=C2CN(C(C2=CC1)=O)C1C(NC(CC1)=O)=O)C(=O)O.NC(C(O)CO)CO